CC(C)(C(C)C)NS(=O)(=O)C1=CC=C(C=C1)C N-(2,3-dimethylbutan-2-yl)-4-methylbenzenesulfonamide